C1(CCCC1)OC=1C=C(C=CC1C=1NC(C2=C(N1)NN=N2)=O)C2=C(C(=CC=C2)C(=O)O)O 3'-(cyclopentyloxy)-2-hydroxy-4'-(7-oxo-6,7-dihydro-3H-[1,2,3]triazolo[4,5-d]pyrimidin-5-yl)-[1,1'-biphenyl]-3-carboxylic acid